O.O.S(=O)(=O)([O-])[O-].[K+].[K+] potassium sulfate, dihydrate